3-Chlorophenyl-glycine ClC=1C=C(C=CC1)NCC(=O)O